1-(4-ethoxy-6-((3-(trimethoxysilyl)propyl)amino)-1,3,5-triazin-2-yl)-1-(7-nonanamidoheptyl)piperidin-1-ium chloride [Cl-].C(C)OC1=NC(=NC(=N1)NCCC[Si](OC)(OC)OC)[N+]1(CCCCC1)CCCCCCCNC(CCCCCCCC)=O